dibutyltin bis(butyl maleate) C(CCC)/C(/C(=O)[O-])=C/C(=O)[O-].C(CCC)/C(/C(=O)[O-])=C/C(=O)[O-].C(CCC)[Sn+4]CCCC